FC1=C(OC2=NC=NC3=CC(=C(C=C23)NC(CC)=O)OC)C=CC(=C1)NC(=O)NCCC1=CC=C(C=C1)F N-(4-(2-fluoro-4-(3-(4-fluorophenethyl)ureido)phenoxy)-7-methoxyquinazolin-6-yl)propionamide